2,4,6-tris(2-hydroxy-4-[1-(2-ethylhexyloxycarbonyl)ethoxy]phenyl)-1,3,5-triazine OC1=C(C=CC(=C1)OC(C)C(=O)OCC(CCCC)CC)C1=NC(=NC(=N1)C1=C(C=C(C=C1)OC(C)C(=O)OCC(CCCC)CC)O)C1=C(C=C(C=C1)OC(C)C(=O)OCC(CCCC)CC)O